dodecanoic acid-n-tetradecyl ester C(CCCCCCCCCCCCC)OC(CCCCCCCCCCC)=O